C(CCC)N1C=NC2=CC=C(C=C2C1=O)C=1C=CC(=NC1)NC(=O)C1CCCC1 N-(5-(3-butyl-4-oxo-3,4-dihydro-quinazolin-6-yl)pyridin-2-yl)cyclopentanecarboxamide